C(C)OC(=O)[C@H]1C2CCC([C@@H]1NC1=NC(=NN3C1=CC=C3C#C)C3=CNC1=NC=C(C=C13)F)CC2 (1R,2S,3S,4R)-3-((7-ethynyl-2-(5-fluoro-1H-pyrrolo[2,3-b]pyridin-3-yl)pyrrolo[2,1-f][1,2,4]triazin-4-yl)amino)bicyclo[2.2.2]octane-2-carboxylic acid ethyl ester